N(=[N+]=[N-])C1=CC=C(C=C1)C1=CC=C(C=C1)C1=CC=C(C=C1)N=[N+]=[N-] 4,4''-diazido-1,1':4',1''-terphenyl